FC=1C=C(SC1F)C#C[Si](C)(C)C 2-(4,5-difluoro-2-thienyl)ethynyl-trimethylsilane